FC(C)(F)C1=NC(=CC(=N1)NC1=CC(=NC=C1OCC)NC(C)=O)OC1CC(C1)F N-(4-((2-(1,1-difluoroethyl)-6-((1s,3s)-3-fluorocyclobutoxy)pyrimidin-4-yl)amino)-5-ethoxypyridin-2-yl)acetamide